Sodium Ferrous Phosphate P(=O)([O-])([O-])[O-].[Fe+2].[Na+]